C1(CCC1)N1CCC(CC1)N1CC(C1)(C(=O)N(C1=CC(=CC=C1)F)CC1=NC=C(C=C1)C=1OC(=NN1)C(F)F)F 1-(1-cyclobutylpiperidin-4-yl)-N-((5-(5-(difluoromethyl)-1,3,4-oxadiazol-2-yl)pyridin-2-yl)methyl)-3-fluoro-N-(3-fluorophenyl)azetidine-3-carboxamide